Calcium palladium [Pd].[Ca]